CN1C=2C=CC(=NC2C(=CC1=O)N1C[C@H]([C@@H](CC1)OC=1C=C(C=CC1)C)C)C#N 5-methyl-8-((3r,4r)-3-methyl-4-(m-tolyloxy)piperidin-1-yl)-6-oxo-5,6-dihydro-1,5-naphthyridine-2-carbonitrile